C1(CC1)C=1C(=C2C(C(N(C2=C(C1)F)CC(=O)NC[C@@H]([C@@H](C(=O)O)C)C)=O)(C)C)F (2S,3R)-4-(2-(5-cyclopropyl-4,7-difluoro-3,3-dimethyl-2-oxoindol-1-yl)acetamido)-2,3-dimethylbutyric acid